2,6-dinitro-3-methoxy-4-tertiary butyl-toluene [N+](=O)([O-])C1=C(C)C(=CC(=C1OC)C(C)(C)C)[N+](=O)[O-]